ClC(OC1=CC=C(C=C1)NC(=O)C1=CN(C(C=C1)=O)C1=CC(=CC(=C1)F)F)(F)F N-[4-(Chlorodifluoromethoxy)phenyl]-1-(3,5-difluorophenyl)-6-oxo-1,6-dihydropyridine-3-carboxamide